OC1=C(C(=C2C=CC(OC2=C1)=O)OC)OC 7-hydroxy-5,6-di-methoxycoumarin